ClC=1C(=C(C=CC1)NC1=C(C=NC2=CN=C(C=C12)C1CN(CCC1)C(=O)OC(C)(C)C)C#N)F tert-Butyl 3-(4-((3-chloro-2-fluorophenyl)amino)-3-cyano-1,7-naphthyridin-6-yl)piperidine-1-carboxylate